4-(4-p-toluoylpyrazol-1-yl)piperidine-hydrochloride Cl.C1(=CC=C(C=C1)C(=O)C=1C=NN(C1)C1CCNCC1)C